C(C1=CC=CC=C1)N1CC=2C(N=C3N(C2CC1)CCN3CC3=CC(=CC=C3)F)=O 7-Benzyl-3-(3-fluorobenzyl)-2,3,6,7,8,9-hexahydroimidazo[1,2-a]pyrido[3,4-e]pyrimidin-5(1H)-one